NC1=NN2C(N=C(C=C2)OC([2H])([2H])[2H])=C1C(=O)N[C@@H](C)C=1N(C(C2=C(C=CC=C2C1)C#CC=1C=NN(C1)C)=O)C1=CC=CC=C1 (S)-2-amino-5-(methoxy-d3)-N-(1-(8-((1-methyl-1H-pyrazol-4-yl)ethynyl)-1-oxo-2-phenyl-1,2-dihydroisoquinoline-3-yl)ethyl)pyrazolo[1,5-a]pyrimidine-3-carboxamide